C(C)(C)(C)OC(=O)N1CCO[C@H]([C@H](C1)F)C(=O)N1[C@H](C2=CC=CC=C2CC1)C1=CC=C(C=C1)F (6S,7S)-6-fluoro-7-((S)-1-(4-fluorophenyl)-1,2,3,4-tetrahydroisoquinoline-2-carbonyl)-1,4-oxaazepan-4-carboxylic acid tert-butyl ester